2-(4-(methoxy-d3)-1H-indol-3-yl)-N,N-dimethylethan-1-amine C(OC1=C2C(=CNC2=CC=C1)CCN(C)C)([2H])([2H])[2H]